OCC(CO)(CO)OS(=O)(=O)CC(CN)O [tris(hydroxymethyl)methyl]-3-amino-2-hydroxypropanesulphonate